CC=1C=C(C=CC1C)C(C(F)(Cl)Cl)(C(Cl)(Cl)Cl)C1=CC(=C(C=C1)C)C 2,2-bis(3,4-dimethylphenyl)pentachloro-monofluoropropane